(2S,5R)-2-(1-(4-bromophenyl)-3-(4-fluorophenyl)-1H-pyrazol-4-yl)-3-(4-isopropoxyphenethyl)-5-methyloxazolidin-4-one BrC1=CC=C(C=C1)N1N=C(C(=C1)[C@@H]1O[C@@H](C(N1CCC1=CC=C(C=C1)OC(C)C)=O)C)C1=CC=C(C=C1)F